ClC1=NC=C(C(=C1)N1C[C@H](C[C@@H](C1)C)NC(OC(C)(C)C)=O)C=1C=NN(C1)C1CCOCC1 tert-Butyl ((3S,5S)-1-(2-chloro-5-(1-(tetrahydro-2H-pyran-4-yl)-1H-pyrazol-4-yl)pyridin-4-yl)-5-methylpiperidin-3-yl)carbamate